methyl (Z)-2-[5-(4,4-dimethylcyclohexen-1-yl)-2-methyl-phenoxy]-3-methoxy-prop-2-enoate CC1(CC=C(CC1)C=1C=CC(=C(O\C(\C(=O)OC)=C/OC)C1)C)C